methyl 5-benzyl-3-((S)-1-(isoquinoline-1-carboxamido)ethyl)-4,5-dihydroisoxazole-5-carboxylate C(C1=CC=CC=C1)C1(CC(=NO1)[C@H](C)NC(=O)C1=NC=CC2=CC=CC=C12)C(=O)OC